5,6-dibenzyloxyindoline C(C1=CC=CC=C1)OC=1C=C2CCNC2=CC1OCC1=CC=CC=C1